N-((5-amino-1-(hydroxymethyl)-6-methyl-1H-pyrrolo[3,2-b]pyridin-2-yl)methyl)-N-methylacetamide NC1=C(C=C2C(=N1)C=C(N2CO)CN(C(C)=O)C)C